2-chloro-4-[[5-fluoro-6-[1-methyl-4-(trifluoromethyl)imidazol-2-yl]-3-pyridyl]methoxy]thieno[3,2-d]pyrimidine ClC=1N=C(C2=C(N1)C=CS2)OCC=2C=NC(=C(C2)F)C=2N(C=C(N2)C(F)(F)F)C